CC=1SC(=CN1)CN1C(NC2=C(C1=O)C=CS2)=O 3-((2-methylthiazol-5-yl)methyl)thieno[2,3-d]pyrimidine-2,4(1H,3H)-dione